CC12[C@H](CC(CC1)C2(C)C)O (+)-(7R,2S)-1,7,7-trimethylbicyclo[2.2.1]heptan-2-ol